(4-(4-((1-((1r,4r)-4-ethoxycyclohexyl)-3-(pyrimidin-2-yl)-1H-pyrazol-4-yl)carbamoyl)thiazol-2-yl)-1H-pyrazol-1-yl)methyl dihydrogen phosphate P(=O)(OCN1N=CC(=C1)C=1SC=C(N1)C(NC=1C(=NN(C1)C1CCC(CC1)OCC)C1=NC=CC=N1)=O)(O)O